COC1=CC=C2C(=NC=NC2=C1)NC1=CC=C(C=C1)S(=O)(N(C)C)=N 4-((7-methoxyquinazolin-4-yl)amino)-N,N-dimethylbenzenesulfonimidamide